1-nitro-5-phenyl-naphthalene [N+](=O)([O-])C1=CC=CC2=C(C=CC=C12)C1=CC=CC=C1